4-[4-(1,3-Benzothiazol-2-yl)piperidin-1-yl]-1-methyl-2-oxo-7-(2-oxopyrrolidin-1-yl)-1,2-dihydro-quinoline-3-carbonitrile S1C(=NC2=C1C=CC=C2)C2CCN(CC2)C2=C(C(N(C1=CC(=CC=C21)N2C(CCC2)=O)C)=O)C#N